COC(=O)N1COC(C1CCOS(=O)(=O)C)=O 4-(2-methylsulfonyloxyethyl)-5-oxo-oxazolidine-3-carboxylic acid methyl ester